COC1=C(C=CC(=C1)\C=C\C)O 2-methoxy-4-[(E)-prop-1-enyl]phenol